C(C1=CC=CC=C1)NCC(O)C1CC1 2-(benzylamino)-1-cyclopropylethanol